C1(CCC1)C1=CC(=NC(=N1)N1C=NC=C1)C(=O)NC=1C=NC(=CC1)C(F)F 6-cyclobutyl-N-(6-(difluoromethyl)pyridin-3-yl)-2-(1H-imidazol-1-yl)pyrimidine-4-carboxamide